OC1=C(C(=O)NC2=CC=CC=N2)C=C(C(=C1)S(=O)(=O)O)O 6-(2,5-dihydroxy-4-sulfobenzamido)pyridine